CC1(OC2=CC(=C3C(=C2C2C1CCC(=C2)C)OC(OC3=O)(C3=CC=C(C=C3)C)CC(C)=O)CCCCC)C 8,8,11-trimethyl-2-(2-oxopropyl)-5-pentyl-2-(p-tolyl)-8a,9,10,12a-tetrahydro-4H,8H-benzo[c][1,3]dioxino[4,5-f]chromen-4-one